BrC=1C2(C3=CC4=C(OCO4)C=C3C1)CCC(CC2)(C(=O)OC)NC2=C(C(=C(C(=C2[2H])[2H])[2H])Cl)[2H] methyl (1s,4s)-6'-bromo-4-{[3-chloro(2H4)phenyl]amino}-2'H-spiro[cyclohexane-1,5'-indeno[5,6-d][1,3]dioxole]-4-carboxylate